tert-Butyl 5-{[2-(4-bromophenyl)imidazo[1,2-a]pyridin-3-yl]methyl}-2,5-diazabicyclo[2.2.2]octane-2-carboxylate BrC1=CC=C(C=C1)C=1N=C2N(C=CC=C2)C1CN1C2CN(C(C1)CC2)C(=O)OC(C)(C)C